(S)-5-(2-methylpyrazolo[1,5-a]pyrimidin-6-yl)-1-(2-(6-((6-methylpyridin-2-yl)carbamoyl)-5,6-dihydropyridin-1(2H)-yl)-2-oxoethyl)-1H-indole-3-carboxamide CC1=NN2C(N=CC(=C2)C=2C=C3C(=CN(C3=CC2)CC(=O)N2CC=CC[C@H]2C(NC2=NC(=CC=C2)C)=O)C(=O)N)=C1